3,4-diaminoazepane-1-carboxylic acid tert-butyl ester C(C)(C)(C)OC(=O)N1CC(C(CCC1)N)N